ON=C(N)C1CC1 N'-hydroxycyclopropane-1-carboximidamide